N-(4-(4-amino-7-methyl-5-(6-(oxazol-2-yl)pyridin-3-yl)-7H-pyrrolo[2,3-d]pyrimidin-6-yl)phenyl)methacrylamide tert-butyl-(2-nitro-5-((4-(thiophen-3-yl)phenyl)thio)phenyl)carbamate C(C)(C)(C)N(C(O)=O)C1=C(C=CC(=C1)SC1=CC=C(C=C1)C1=CSC=C1)[N+](=O)[O-].NC=1C2=C(N=CN1)N(C(=C2C=2C=NC(=CC2)C=2OC=CN2)C2=CC=C(C=C2)NC(C(=C)C)=O)C